10(E)-Pentadecenoic acid CCCCC=CCCCCCCCCC(=O)O